C1(CC1)C1=C(C(=NO1)C1=C(C=NC=C1Cl)Cl)/C=C/C1C2CN(CC12)C1=NOC(=N1)C1=CC=C(C(=O)OC)C=C1 Methyl (E)-4-(3-(6-(2-(5-cyclopropyl-3-(3,5-dichloropyridin-4-yl)isoxazol-4-yl)vinyl)-3-azabicyclo[3.1.0]hexan-3-yl)-1,2,4-oxadiazol-5-yl)benzoate